O1CCN(CC1)CCOC(C(C)(C)C1=CC=C(C=C1)C(CCCN1CCC(CC1)OC(C1=CC=CC=C1)C1=CC=CC=C1)=O)=O 2-morpholinoethyl-2-(4-(4-(4-(diphenylmethoxy) piperidin-1-yl)-butyryl) phenyl)-2-methylpropionate